2-ethylsulfonyl-3-methyl-1,3,4,9-tetrahydropyrido[3,4-b]indole C(C)S(=O)(=O)N1CC=2NC3=CC=CC=C3C2CC1C